[F-].C1CCC[N+]12CCCC2 5-azoniaspiro[4.4]nonane fluoride